(2,2-dichlorocyclopropyl)methanamine ClC1(C(C1)CN)Cl